amino-valeric acid NC(C(=O)O)CCC